ClC=1C=C2C(=C(C=NC2=CC1)S(N)(=O)=O)NC1=C(C(=O)O)C=CC=C1 2-[(6-chloro-3-sulfamoyl-4-quinolyl)amino]benzoic acid